7,8-difluoro-10-oxa-1-azatricyclo[7.4.1.05,14]tetradeca-2,5,7,9(14)-tetraen-4-one FC=1C=C2C(C=CN3CCCOC(C1F)=C32)=O